[Ru].CC1=C(C(=CC(=C1)C)C)C1C(C(CCC1(Cl)Cl)(P(C1CCCCC1)C1CCCCC1)C1=C(C=C(C=C1C)C)C)=CC1C(C=CC=C1)=C1NCCN1 bis-(2,4,6-trimethylphenyl)-2-(imidazolidinylidene)(phenylmethylene)dichloro(tricyclohexyl-phosphine) ruthenium